(Z)-(2-naphthyl)-7-(pyridine-2-yl)hept-6-en-1-one C1=C(C=CC2=CC=CC=C12)C(CCCC\C=C/C1=NC=CC=C1)=O